[Ca+2].CS(=O)(=O)C1=CC=C(C=C1)N[C@@H](CO)C(=O)[O-].CS(=O)(=O)C1=CC=C(C=C1)N[C@@H](CO)C(=O)[O-] (2S,3R)-p-methylsulfonyl-phenyl-serine calcium salt